3-((10-Hydroxy-7-((R)-4,4,4-trifluoro-2-methylbutanoyl)-7-azaspiro[4.5]decan-10-yl)methyl)thieno[2,3-d]pyrimidin-4(3H)-one OC1(CCN(CC12CCCC2)C([C@@H](CC(F)(F)F)C)=O)CN2C=NC1=C(C2=O)C=CS1